S1C(=NC2=C1C=CC=C2)C(CC2=CC(=CC=C2)C(N)=N)NS(=O)(=O)C=2C=C(C=CC2)NC(=O)C2=CC=1C(=NC=CN1)S2 N-[3-[[1-(1,3-benzothiazol-2-yl)-2-(3-carbamimidoylphenyl)ethyl]sulfamoyl]phenyl]thieno[2,3-b]pyrazine-6-carboxamide